(2E)- and (2Z)-3-[5-(7-[2-(Trimethylsilyl)ethoxy]methyl-7H-pyrrolo[2,3-d]pyrimidin-4-yl)-1,3-thiazol-2-yl]hex-2-enenitrile C[Si](CCOCN1C=CC2=C1N=CN=C2C2=CN=C(S2)C(=CC#N)CCC)(C)C